ON=C(N)C1=NON=C1 N'-hydroxy-1,2,5-oxadiazole-3-carboxamidine